C1(CC1)N1C(=NC(=C1)C(F)(F)F)C1=CC=C(C=C1)CN 1-{4-[1-cyclopropyl-4-(trifluoromethyl)imidazol-2-yl]phenyl}methylamine